2-(((4-amino-7-bromopyrrolo[2,1-f][1,2,4]triazin-5-yl)methyl)amino)ethan NC1=NC=NN2C1=C(C=C2Br)CNCC